6-(4-(((3r,4r)-4-hydroxy-3-(4-methyl-1-oxo-1,3-dihydroisobenzofuran-5-yl)piperidin-1-yl)methyl)-1H-imidazol-1-yl)-4-methylpyridine-3-carbonitrile O[C@H]1[C@@H](CN(CC1)CC=1N=CN(C1)C1=CC(=C(C=N1)C#N)C)C=1C(=C2COC(C2=CC1)=O)C